FC(CNC(C=O)=O)(F)F N-(2,2,2-trifluoroethyl)-2-oxoacetamide